C(CCCCCCCCCCC)N1C(C2=C(N(C(C2=C1)=O)CCCCCCCCCCCC)C=1SC=CC1)=O 2,5-didodecyl-6-(thien-2-yl)pyrrolo[3,4-c]pyrrole-1,4-dione